1-methyl-4-chloro-3,5-dinitropyrazole CN1N=C(C(=C1[N+](=O)[O-])Cl)[N+](=O)[O-]